chloro-3-fluoro-4-iodopyridine ClC1=NC=CC(=C1F)I